2-[(1R*,2S*)-2-(3-chlorophenyl)-2-hydroxy-1-(oxan-4-yl)ethyl]-6-[5-(difluoromethyl)-1,3,4-oxadiazol-2-yl]-2,3-dihydro-1H-isoindol-1-one ClC=1C=C(C=CC1)[C@@H]([C@@H](C1CCOCC1)N1C(C2=CC(=CC=C2C1)C=1OC(=NN1)C(F)F)=O)O |o1:7,8|